C1(CCCCC1)[N-]C1CCCCC1 N,N-dicyclohexylamide